trans-N-[3-(1,3-dioxoisoindolin-2-yl)oxycyclobutyl]carbamic acid tert-butyl ester C(C)(C)(C)OC(N[C@@H]1C[C@H](C1)ON1C(C2=CC=CC=C2C1=O)=O)=O